5-[(2,3-difluoro-6-methoxyphenyl)methyloxy]-2-fluoro-4-methoxyaniline FC1=C(C(=CC=C1F)OC)COC=1C(=CC(=C(N)C1)F)OC